6-(2-(ethylsulfonyl)-7-(5-(trifluoromethyl)pyridin-2-yl)pyrazolo[1,5-a]pyrimidin-3-yl)-7-methyl-3-(trifluoromethyl)-7H-imidazo[4,5-c]pyridazine C(C)S(=O)(=O)C1=NN2C(N=CC=C2C2=NC=C(C=C2)C(F)(F)F)=C1C1=NC2=C(N=NC(=C2)C(F)(F)F)N1C